NC1=C2C(=NC=N1)N(N=C2C)C(C)C=2C(=C(C(=C(C2)Cl)C)C=2C=NN(C2)C2CCN(CC2)C(=O)OC(C)(C)C)OC tert-Butyl 4-(4-{3-[1-(4-amino-3-methyl-1H-pyrazolo[3,4-d]pyrimidin-1-yl)ethyl]-5-chloro-2-methoxy-6-methylphenyl}-1H-pyrazol-1-yl)piperidine-1-carboxylate